ClC1=C2C(=NC=C1)N=CN2C=O 7-Chloroimidazo[4,5-b]pyridine-1-Formaldehyde